8-hydroxy-5-{2-hydroxy-1-[3-(4-isopentylaminophenyl)propylamino]ethyl}-(1H)-quinolin-2-one hydrochloride Cl.OC=1C=CC(=C2C=CC(NC12)=O)C(CO)NCCCC1=CC=C(C=C1)NCCC(C)C